C(CNCCNCCNCCNCCN)N 3,6,9,12-tetraazatetradecane-1,14-diamine